(1R,2S,5S)-3-(4,6-Dichloro-1H-indole-2-carbonyl)-6,6-dimethyl-N-((S)-1-oxo-3-((S)-2-oxopyrrolidin-3-yl)propan-2-yl)-3-azabicyclo[3.1.0]hexane-2-carboxamide ClC1=C2C=C(NC2=CC(=C1)Cl)C(=O)N1[C@@H]([C@H]2C([C@H]2C1)(C)C)C(=O)N[C@H](C=O)C[C@H]1C(NCC1)=O